(2R)-2-[4-[(Z)-3-(4-Ethylphenyl)prop-2-enoyl]phenoxy]propanoic acid C(C)C1=CC=C(C=C1)\C=C/C(=O)C1=CC=C(O[C@@H](C(=O)O)C)C=C1